Methyl 2-((6-chloro-5-(2'-hydroxy-[1,1'-biphenyl]-4-yl)-1H-indazol-3-yl)thio)acetate ClC1=C(C=C2C(=NNC2=C1)SCC(=O)OC)C1=CC=C(C=C1)C1=C(C=CC=C1)O